NC(C(=O)O)CCC(C)=O 2-Amino-5-oxohexanoic acid